6-(2,4-dichlorophenyl)decahydropyrrolo[3,4-d]azepine hydrochloride Cl.ClC1=C(C=CC(=C1)Cl)N1CCC2C(CC1)CNC2